(4,4-Difluorotetrahydrofuran-3-yl)-5-((2-fluorobenzyl)oxy)-2-methylbenzofuran-3-carboxamide FC1(C(COC1)C1=C(C=CC2=C1C(=C(O2)C)C(=O)N)OCC2=C(C=CC=C2)F)F